FC(C(=O)O)(F)F.ClC=1C=C(C=CC1)S(=O)(N)=N 3-Chlorobenzenesulfonimidamide 2,2,2-trifluoroacetic acid salt